[N+](=O)([O-])C1=C2C(N(C(C2=CC=C1)=O)CC(=O)Cl)=O 2-(4-nitro-1,3-dioxoisoindolin-2-yl)acetyl chloride